7-methoxy-4-(4-(4-chlorobenzoyl)phenoxy)quinoline-6-carboxamide COC1=C(C=C2C(=CC=NC2=C1)OC1=CC=C(C=C1)C(C1=CC=C(C=C1)Cl)=O)C(=O)N